{4-[5-chloro-2-(1H-tetrazol-1-yl)phenyl]-5-methoxy-2-oxopyridin-1(2H)-yl}acetic acid ClC=1C=CC(=C(C1)C1=CC(N(C=C1OC)CC(=O)O)=O)N1N=NN=C1